COC1=C(C=O)C=CC=C1 L-2-methoxybenzaldehyde